(Z)-3-hydroxy-1-phenyl-3-decen-1-one O\C(\CC(=O)C1=CC=CC=C1)=C/CCCCCC